Cl.N[C@@H]1[C@H](CCCC1)O (1S,2S)-2-aminocyclohexanol hydrochloride